1-(6-(2-Methylpyridin-4-yl)chinolin-2-yl)piperidin CC1=NC=CC(=C1)C=1C=C2C=CC(=NC2=CC1)N1CCCCC1